(S)-3-(1-oxo-5-(piperazin-1-yl)isoindolin-2-yl)piperidine-2,6-dione HCl Cl.O=C1N(CC2=CC(=CC=C12)N1CCNCC1)[C@@H]1C(NC(CC1)=O)=O